4,8,8-trimethyltricyclo[5.1.0.02,4]octane CC12CC1C1C(C1CC2)(C)C